C(C1=CC=CC=C1)OC1=CC(=C(C(=O)OCC2=CC=CC=C2)C=C1I)O benzyl 4-benzyloxy-2-hydroxy-5-iodo-benzoate